6-(2-fluoro-5-(trifluoromethoxy)benzyl)-7,8-dihydro-1,6-naphthyridine FC1=C(CN2CC=3C=CC=NC3CC2)C=C(C=C1)OC(F)(F)F